BrC1=CC(=C2C=NN(C2=C1)C=1SC(=NN1)C(F)F)N1CCN(CC1)C(=O)N(C)CC(F)F 4-{6-bromo-1-[5-(difluoromethyl)-1,3,4-thiadiazol-2-yl]indazol-4-yl}-N-(2,2-difluoroethyl)-N-methylpiperazine-1-carboxamide